3-(4-Amino-6-(1-methoxyethyl)-7-methyl-9H-pyrido[3',2':4,5]pyrrolo[2,3-d]pyrimidin-9-yl)-2,4-dimethylphenol NC=1C2=C(N=CN1)N(C1=C2C=C(C(=N1)C)C(C)OC)C=1C(=C(C=CC1C)O)C